5-(1-((tert-butoxycarbonyl)amino)cyclopropyl)pentanoic acid C(C)(C)(C)OC(=O)NC1(CC1)CCCCC(=O)O